[Br-].C(=C)C1=CC=C(C[N+]2=CNC=C2)C=C1 (4-vinylbenzyl)-3H-imidazol-1-ium bromide